NC=1C(=CC2=CC(=CC=C2C1)Br)C(=O)NC1=CC(=C(C=C1)F)C(F)(F)F 3-amino-7-bromo-N-(4-fluoro-3-(trifluoromethyl)phenyl)-2-naphthamide